N-(2-bromophenyl)-8-fluoro-quinolin-3-amine BrC1=C(C=CC=C1)NC=1C=NC2=C(C=CC=C2C1)F